BrC1=NN(C=N1)C1=CC=C(C=C1)OC(F)F 3-bromo-1-(4-(difluoromethoxy)phenyl)-1H-1,2,4-triazole